COC(C(=C)NC(C(=C)NC(=O)OC1CCN(CC1)C(=O)OC(C)(C)C)=O)=O tert-butyl 4-(((3-((3-methoxy-3-oxoprop-1-en-2-yl)amino)-3-oxoprop-1-en-2-yl)carbamoyl)oxy)piperidine-1-carboxylate